1-((3s,4r)-1-(cyanomethyl)-4-(3,4-difluorophenyl)pyrrolidin-3-yl)-3-(3-(2-methoxyethoxy)-4-methyl-1-phenyl-1H-pyrazol-5-yl)urea C(#N)CN1C[C@H]([C@@H](C1)C1=CC(=C(C=C1)F)F)NC(=O)NC1=C(C(=NN1C1=CC=CC=C1)OCCOC)C